N1=CN=C2NC=NC2=C1C=1C(=NC=CC1)NC=1C=C(C=CC1C)NC(CC1CCN(CCC1)C)=O N-(3-(3-(9H-purin-6-yl)pyridin-2-ylamino)-4-methylphenyl)-2-(1-methylazepan-4-yl)acetamide